FC1=C(C(=C(C(=C1[O-])F)F)F)F.[Na+] Sodium Pentafluorophenolate